C[C@@H]1CN(CCC1)CC1=CC(=C2CN(C(C2=C1)=O)C1=CC(=CC=C1)C1(COC1)C1=NN=CN1C)C(F)(F)F 6-[[(3S)-3-methyl-1-piperidinyl]methyl]-2-[3-[3-(4-methyl-1,2,4-triazol-3-yl)oxetan-3-yl]phenyl]-4-(trifluoromethyl)isoindolin-1-one